(2,2-difluoroethyl)-2,2,2-trifluoroethan-1-amine FC(CC(C(F)(F)F)N)F